COC(=O)C1=C(NC(=C1)C1=C2C(=NC=C1)N(C=C2)S(=O)(=O)C2=CC=CC=C2)C2=C(C(=CC=C2)F)F Methyl-2-(2,3-difluorophenyl)-5-[1-(phenylsulfonyl)-1H-pyrrolo[2,3-b]pyridin-4-yl]-1H-pyrrole-3-carboxylate